CC1=NC(=CC(=C1)C=1C=C(C=CC1)C=1N=C(SC1)NC(=O)[C@@H]1N(CC1)C(=O)OC(C)(C)C)C (R)-tert-butyl 2-((4-(3-(2,6-dimethylpyridin-4-yl)phenyl)thiazol-2-yl)carbamoyl)azetidine-1-carboxylate